8-bromo-4-(methylthio)-2',3',5',6'-tetrahydro-3H-spiro[benzo[b][1,4]oxazepine-2,4'-pyran] BrC=1C=CC2=C(OC3(CCOCC3)CC(=N2)SC)C1